8-chloro-5-(4-fluorophenyl)-6-isopropyl-1-(tetrahydro-2H-pyran-2-yl)-1H-pyrazolo[4,3-g]isoquinoline ClC1=NC(=C(C2=CC3=C(C=C12)N(N=C3)C3OCCCC3)C3=CC=C(C=C3)F)C(C)C